1-[[4-[8-ethyl-7-fluoro-3-(methoxymethoxy)-1-naphthyl]-5-fluoro-9-(6-hydroxy-6-methyl-1,4-oxazepan-4-yl)-2-methyl-pyrazolo[4,3-f]quinazolin-7-yl]oxymethyl]cyclopropanecarbaldehyde C(C)C=1C(=CC=C2C=C(C=C(C12)C=1C=2C(C=3C(=NC(=NC3C1F)OCC1(CC1)C=O)N1CCOCC(C1)(C)O)=CN(N2)C)OCOC)F